CN(C1C[C@@H]2[C@@H](OC(O2)(CCCCCCCC\C=C/C\C=C/CCCCC)CCCCCCCC\C=C/C\C=C/CCCCC)C1)C (3aR,5s,6aS)-N,N-dimethyl-2,2-bis((9Z,12Z)-octadec-9,12-dienyl)tetrahydro-3aH-cyclopenta[d][1,3]dioxol-5-amine